(R)-5-bromo-4-methoxy-N-(pyrrolidin-3-yl)pyrimidin-2-amine hydrochloride Cl.BrC=1C(=NC(=NC1)N[C@H]1CNCC1)OC